C1(CC1)C1=C(C(=NO1)C1=C(C=CC=C1Cl)Cl)COC1CN(C1)C1=CC=C(C#N)C=C1 4-(3-((5-cyclopropyl-3-(2,6-dichlorophenyl)isoxazol-4-yl)methoxy)azetidin-1-yl)benzonitrile